CC(C)(C)SN[C@@H]1C2=CC=CC=C2N(C12CCNCC2)C (R)-2-methyl-N-((R)-1-methylspiro[indoline-2,4'-piperidin]-3-yl)propane-2-Sulfenamide